(S)-(1-methylenetetrahydro-1H-pyrrolizin-7a(5H)-yl)methanol C=C1CCN2CCC[C@@]12CO